2-hydroxy-4-n-butoxy-4'-tert-butoxybenzophenone OC1=C(C(=O)C2=CC=C(C=C2)OC(C)(C)C)C=CC(=C1)OCCCC